C(C)(=O)OC(C(=O)NCC1=CC=CC=C1)[C@H](CC1CC1)NC(=O)OCC1C2=CC=CC=C2C=2C=CC=CC12 (3S)-3-((((9H-fluoren-9-yl)methoxy)carbonyl)amino)-1-(benzylamino)-4-cyclopropyl-1-oxobutan-2-yl acetate